1-(1Z-eicosenyl)-glycero-3-phosphoserine CCCCCCCCCCCCCCCCCC/C=C\OC[C@H](COP(=O)(O)OC[C@@H](C(=O)O)N)O